guaiacol zirconium [Zr].C=1(C(O)=CC=CC1)OC